C(C1=CC=CC=C1)OC1=C(C(=CC(=C1)OC1=CC=CC=C1)C1=CC(=CC=C1)F)N 3-(benzyloxy)-3'-fluoro-5-phenoxybiphenyl-2-amine